NCCC(C[Si](OC)(OC)C)CN β-(aminoethyl)-γ-aminopropylmethyldimethoxysilane